FC1=CC=C(C=C1)C(C)=O 1-(4-fluorophenyl)ethane-1-one